2,6-dibromo-N-methylaniline BrC1=C(NC)C(=CC=C1)Br